pyrido[3,4-d]pyrimidine N1=CN=CC2=C1C=NC=C2